(S)-4-(8-fluoro-2-(((2R,7aS)-2-fluorotetrahydro-1H-pyrrolizin-7a(5H)-yl)methoxy)-7-(tributylstannyl)pyrido[4,3-d]pyrimidin-4-yl)-1,4-oxazepan-6-ol FC1=C(N=CC2=C1N=C(N=C2N2CCOC[C@H](C2)O)OC[C@]21CCCN1C[C@@H](C2)F)[Sn](CCCC)(CCCC)CCCC